FC1=C(C(=CC=2NC(=NC21)OC=2C=CC(=C(C(=O)OC)C2)C)F)C2=CC=C(C=C2)C2=CC=C(C=C2)CN2C(CN(CC2)CC(F)(F)F)=O methyl 5-((4,6-difluoro-5-(4'-((2-oxo-4-(2,2,2-trifluoroethyl)piperazin-1-yl)methyl)-[1,1'-biphenyl]-4-yl)-1H-benzo[d]imidazol-2-yl)oxy)-2-methylbenzoate